3-[7-[4-(hydroxymethyl)-1-piperidyl]-1-oxo-phthalazin-2-yl]-1-[(4-methoxyphenyl)methyl]piperidine-2,6-dione OCC1CCN(CC1)C1=CC=C2C=NN(C(C2=C1)=O)C1C(N(C(CC1)=O)CC1=CC=C(C=C1)OC)=O